COC1=C(C(=O)O)C=C(C=C1)\N=N\C1=C(C=CC=C1)C1=NC(=NC=C1)NC1=CC=C(C=C1)C(F)(F)F (E)-2-methoxy-5-((2-(2-((4-(trifluoromethyl)phenyl)amino)pyrimidin-4-yl)phenyl)diazenyl)benzoic acid